2-oxa-7-azaspiro[3.5]nonane-7-carbonyl chloride C1OCC12CCN(CC2)C(=O)Cl